N-(4-(4-amino-7-(tetrahydrofuran-3-yl)-7H-pyrrolo[2,3-d]pyrimidin-5-yl)-3-fluorophenyl)-2-oxo-1-phenyl-2,4,6,7-tetrahydro-1H-pyrazolo[5,1-c][1,4]oxazine-3-carboxamide NC=1C2=C(N=CN1)N(C=C2C2=C(C=C(C=C2)NC(=O)C=2C(N(N1C2COCC1)C1=CC=CC=C1)=O)F)C1COCC1